[4-(CYCLOPENTYLOXY)-3-METHYLPHENYL]BORANEDIOL C1(CCCC1)OC1=C(C=C(C=C1)B(O)O)C